(2-(4-amino-8-chloro-7-(1H-pyrazol-3-yl)-2H-pyrazolo[3,4-c]quinolin-2-yl)ethyl)-5-fluoropyridinecarboxamide NC1=NC=2C=C(C(=CC2C=2C1=NN(C2)CCC=2C(=NC=C(C2)F)C(=O)N)Cl)C2=NNC=C2